C(C)(C)(C)C1=CN=CN1 5-(tertiary butyl)-1H-imidazole